C1(CC1)C=1C(=C2C=NNC2=CC1C)C1=C(C=2N=C(N=C(C2C(=N1)OC)NCCO)OC[C@]12CCCN2C[C@@H](C1)F)F 2-((7-(5-cyclopropyl-6-methyl-1H-indazol-4-yl)-8-fluoro-2-(((2R,7aS)-2-fluorotetrahydro-1H-pyrrolizin-7a(5H)-yl)methoxy)-5-methoxypyrido[4,3-d]pyrimidin-4-yl)amino)ethan-1-ol